6,6-dicyano-3-hydroxy-2-pyrazinecarboxylic acid C(#N)C1(C=NC(=C(N1)C(=O)O)O)C#N